FC(C1(CC1)C=1C(=NC=CC1)N)(F)F [1-(trifluoromethyl)cyclopropyl]pyridin-2-amine